(S)-10-((5-chloro-2-((3R,5S)-3-hydroxy-5-methylpiperidin-1-yl)pyrimidin-4-yl)amino)-2-cyclopropyl-3,3-difluoro-7-methyl-1,2,3,4-tetrahydro-[1,4]oxazepino[2,3-c]quinolin-6(7H)-one ClC=1C(=NC(=NC1)N1C[C@@H](C[C@@H](C1)C)O)NC1=CC=2C3=C(C(N(C2C=C1)C)=O)OCC([C@@H](N3)C3CC3)(F)F